NC1=C(C#N)C=C(C=C1)C(F)F 2-amino-5-(difluoro-methyl)benzonitrile